COC(C(CC=1C(NC=CC1)=C=O)NCCC)=O propylamino-3-(2-carbonyl-3-pyridinyl)-propionic acid methyl ester